(R)-2-((2,4-dimethoxybenzyl)amino)-4-((1-hydroxyhex-2-yl)amino)-1,5-naphthyridine-3-carboxylic acid ethyl ester C(C)OC(=O)C=1C(=NC2=CC=CN=C2C1N[C@@H](CO)CCCC)NCC1=C(C=C(C=C1)OC)OC